The molecule is an N-acyl-D-alpha-amino acid anion that is the conjugate base of N-acetyl-D-leucine: major species at pH 7.3. It is a conjugate base of a N-acetyl-D-leucine. It is an enantiomer of a N-acetyl-L-leucinate. CC(C)C[C@H](C(=O)[O-])NC(=O)C